SCC(CO)S 1,2-dimercapto-propan-3-ol